CC1(OC2=C([C@@H]3C=C(CC[C@@H]13)C)C(=CC(=C2)CCCCC)OC2[C@@H]([C@H]([C@@H]([C@H](O2)O)O)O)CO)C (2S,3S,4R,5R)-6-{[(6aR,10aR)-6,6,9-trimethyl-3-pentyl-6H,6aH,7H,8H,10aH-benzo[c]isochromen-1-yl]oxy}-5-(hydroxymethyl)oxane-2,3,4-triol